(S)-5-(((4-(3-chloro-4-(2-chloro-3-((3-fluoro-4-((3-(methoxymethyl)azetidin-1-yl)methyl)pyridin-2-yl)amino)phenyl)pyridin-2-yl)-2-methoxybenzyl)amino)methyl)pyrrolidin-2-one ClC=1C(=NC=CC1C1=C(C(=CC=C1)NC1=NC=CC(=C1F)CN1CC(C1)COC)Cl)C1=CC(=C(CNC[C@@H]2CCC(N2)=O)C=C1)OC